5-[[2-[(2S,5R)-5-methyl-2-[4-(trifluoromethyl)phenyl]-1-piperidyl]-2-oxo-acetyl]amino]pyridine-3-carboxamide methyl-3-hydroxy-4,5,6,7-tetrahydroisoxazolo[5,4-c]pyridine-6-carboxylate COC(=O)N1CC2=C(CC1)C(=NO2)O.C[C@@H]2CC[C@H](N(C2)C(C(=O)NC=2C=C(C=NC2)C(=O)N)=O)C2=CC=C(C=C2)C(F)(F)F